5-(tert-butyl)-N-((S)-5-methyl-4-oxo-2,3,4,5-tetrahydrobenzo[b][1,4]oxazepin-3-yl)-4,5,6,7-tetrahydro-1H-indazole-3-carboxamide C(C)(C)(C)C1CC=2C(=NNC2CC1)C(=O)N[C@@H]1C(N(C2=C(OC1)C=CC=C2)C)=O